FC1=C(C(=CC(=C1)F)F)NC(C1=CC=CC=C1)=O N-(2,4,6-trifluorophenyl)benzamide